C(C)(C)C(C)C(C)C(C)C 2,3-diisopropylbutane